methyl 3-(((2S,3R)-3-((tert-butyldimethylsilyl)oxy)-1-(3-hydroxyphenyl)-4-((2-(3-methoxyphenyl)propan-2-yl)amino)butan-2-yl)carbamoyl)-5-(dipropylcarbamoyl)benzoate [Si](C)(C)(C(C)(C)C)O[C@@H]([C@H](CC1=CC(=CC=C1)O)NC(=O)C=1C=C(C(=O)OC)C=C(C1)C(N(CCC)CCC)=O)CNC(C)(C)C1=CC(=CC=C1)OC